5-bromo-3-fluoro-2-nitropyridine BrC=1C=C(C(=NC1)[N+](=O)[O-])F